C1(CCCC1)N1C(=CC2=C1N=C(N=C2)NC2=NC=C(C=C2)C=O)C(=O)N(C)C 7-cyclopentyl-2-[(5-formyl-2-pyridinyl)amino]-N,N-dimethyl-pyrrolo[2,3-d]pyrimidine-6-carboxamide